4-(3-Chloroanilino)-2'-[(2R)-2-methyl-3-{[(5R)-5-methyl-5,6,7,8-tetrahydroquinolin-4-yl]oxy}propyl]-2',3'-dihydrospiro[cyclohexane-1,1'-isoindole]-4-carboxylic acid ClC=1C=C(NC2(CCC3(N(CC4=CC=CC=C34)C[C@H](COC3=CC=NC=4CCC[C@H](C34)C)C)CC2)C(=O)O)C=CC1